C(N)(=O)C1=NC=CN=C1.[Na] sodium 2-carbamoylpyrazine